(±)-(1R,2R)-2-amino-1-ethylcyclopentan-1-ol N[C@H]1[C@@](CCC1)(O)CC |r|